2-[2-(Methacryloyloxy)ethyloxy]ethylisocyanat C(C(=C)C)(=O)OCCOCCN=C=O